FC1=CC=2N(C=C1)C(=CN2)C2=C1CNC(C1=C(C=C2)NC2=NC=C(C=C2)N2C[C@H](OCC2)CN2C=NC=C2)=O 4-(7-fluoroimidazo[1,2-a]pyridin-3-yl)-7-[[5-[(2S)-2-(imidazol-1-ylmethyl)morpholin-4-yl]-2-pyridyl]amino]isoindolin-1-one